(Z)-4-(4-((5-cyclopropyl-3-(2,6-dichlorophenyl)isoxazol-4-yl)methoxy)-3-methylpiperidin-1-yl)-N'-hydroxybenzamidine C1(CC1)C1=C(C(=NO1)C1=C(C=CC=C1Cl)Cl)COC1C(CN(CC1)C1=CC=C(/C(=N/O)/N)C=C1)C